5-fluoro-6-[1-[3-[2-[(5-methyltetrazol-2-yl)methyl]-4-(trifluoromethyl)phenyl]propanoyl]-piperidin-4-yl]sulfanylpyridine-3-sulfonamide FC=1C=C(C=NC1SC1CCN(CC1)C(CCC1=C(C=C(C=C1)C(F)(F)F)CN1N=C(N=N1)C)=O)S(=O)(=O)N